3,4-dihydrobenzo[4,5]imidazo[1,2-a][1,3,5]triazine N=1C=2N(CNC1)C1=C(N2)C=CC=C1